(S)-1-fluoro-12-(((2R,7aS)-2-fluorotetrahydro-1H-pyrrolizin-7a(5H)-yl)methoxy)-2-(tributylstannyl)-4,5,5a,6,9,10-hexahydro-8H-7-oxa-3,10a,11,13-tetraazanaphtho[1,8-ab]heptalene FC1=C2N=C(N=C3C2=C(CC[C@H]2COCCCN32)N=C1[Sn](CCCC)(CCCC)CCCC)OC[C@]13CCCN3C[C@@H](C1)F